C1(CC1)CCN(C1=C2CN(C(C2=CC=C1)=O)C1C(NC(CC1)=O)=O)C1CCC(CC1)NCC1(CC1)S(=O)(=O)C 3-{4-[(2-cyclopropylethyl)[(1r,4r)-4-{[(1-methanesulfonylcyclopropyl)methyl]amino}cyclohexyl]amino]-1-oxo-3H-isoindol-2-yl}piperidine-2,6-dione